ethyl 5-amino-1-(2-chloro-5-nitropyridin-4-yl)-1H-pyrazole-4-carboxylate NC1=C(C=NN1C1=CC(=NC=C1[N+](=O)[O-])Cl)C(=O)OCC